3-iodopropyl-trimethoxysilane ICCC[Si](OC)(OC)OC